NC1=NC=NN2C1=C(C=C2C=2C=C(C(=NC2)OC)C(=O)N[C@@H]2CN(C[C@@H]2F)C(C2=C(C=CC=C2)F)=O)CN2CCC2 5-{4-amino-5-[(azetidin-1-yl)methyl]pyrrolo[2,1-f][1,2,4]triazin-7-yl}-N-[(3R,4S)-4-fluoro-1-(2-fluorobenzoyl)pyrrolidin-3-yl]-2-methoxypyridine-3-carboxamide